[N-](S(=O)(=O)C(F)(F)F)S(=O)(=O)C(F)(F)F.O1C(C1)CCN1CN(C=C1)CCC1OC1 1,3-bis(2-oxiranylethyl)imidazole bistrifluoromethanesulfonimide